tert-butyl 4-(6,7-dimethoxyquinazolin-4-yl)-2,3,6,7-tetrahydro-1H-azepine-1-carboxylate COC=1C=C2C(=NC=NC2=CC1OC)C=1CCN(CCC1)C(=O)OC(C)(C)C